lauric acid ammonium [NH4+].C(CCCCCCCCCCC)(=O)O